C(C)(=O)SC1=CC=C2C=C(N(C2=C1)C(=O)OC(C)(C)C)CNC(=O)C1(CC1)C tert-butyl 6-(acetylthio)-2-((1-methylcyclopropanecarboxamido)methyl)-1H-indole-1-carboxylate